ClC=1C=C(C=CC1N1C(N(C=C1)C)=O)C1=C(C(=CC(=C1)F)C1=CC(=NC=C1)N1C[C@@](CC1)(O)CC)O (R)-1-(3-chloro-3'-(2-(3-ethyl-3-hydroxypyrrolidin-1-yl)pyridin-4-yl)-5'-fluoro-2'-hydroxy-[1,1'-biphenyl]-4-yl)-3-methyl-1H-imidazol-2(3H)-one